(S)-N-(2-(3,3-difluorocyclobutoxy)-5-(difluoromethyl)phenyl)-3-(3-fluoro-4-methylphenyl)-3-(1,2,4-thiadiazol-5-yl)pyrrolidine-1-carboxamide FC1(CC(C1)OC1=C(C=C(C=C1)C(F)F)NC(=O)N1C[C@@](CC1)(C1=NC=NS1)C1=CC(=C(C=C1)C)F)F